5-((4-(4-(3-((2,5-bis(trifluoromethyl)phenyl)sulfonamido)-2,6-difluorophenyl)-2-(tert-butyl)thiazol-5-yl)pyrimidin-2-yl)amino)pentanoic acid FC(C1=C(C=C(C=C1)C(F)(F)F)S(=O)(=O)NC=1C(=C(C(=CC1)F)C=1N=C(SC1C1=NC(=NC=C1)NCCCCC(=O)O)C(C)(C)C)F)(F)F